2-methyl-1-(4-methyl-thiophenyl)-2-morpholinopropane-1-one CC(C(=O)C=1SC=C(C1)C)(C)N1CCOCC1